OCCN(S(=O)(=O)C1=CC(=C(C=C1)NCC#CC=1N(C2=CC=CC(=C2C1)NC1CCOCC1)CC(F)(F)F)OC)C N-(2-hydroxyethyl)-3-methoxy-N-methyl-4-[(3-{4-[(oxan-4-yl)amino]-1-(2,2,2-trifluoroethyl)-1H-indol-2-yl}prop-2-yn-1-yl)amino]benzene-1-sulfonamide